3-(1H-1,2,4-triazole-1-yl)benzoic acid N1(N=CN=C1)C=1C=C(C(=O)O)C=CC1